C(#N)C=1C=C(C=CC1N1CCCCC1)S(/C=C/CNC(=O)C=1C(NC=2CCCCC2C1)=O)(=O)=N N-[(2E)-3-{[3-cyano-4-(piperidin-1-yl)phenyl](imino)oxo-λ6-sulfanyl}prop-2-en-1-yl]-2-oxo-1,2,5,6,7,8-hexahydroquinoline-3-carboxamide